4-(5-(4,4,5,5-tetramethyl-1,3,2-dioxaborolan-2-yl)pyridin-2-yl)-1-Boc-piperazine CC1(OB(OC1(C)C)C=1C=CC(=NC1)N1CCN(CC1)C(=O)OC(C)(C)C)C